F[C@@H]1[C@H](CC[C@H](C1)N1C=CC2=C(C=CC=C12)F)N1CCN(CC1)C(=O)OC(C)(C)C |r| rac-tert-butyl 4-[(1S,2S,4R)-2-fluoro-4-(4-fluoro-1H-indol-1-yl)cyclohexyl]piperazine-1-carboxylate